ketene phosphate P(=O)(O)(O)O.C=C=O